C12(C=CC(CC1)C2)N norbornenemonoamine